(pyrazol-1-ylmethyl)boron N1(N=CC=C1)C[B]